N,N-dimethyl-1-(4-vinylphenyl)methanamine CN(CC1=CC=C(C=C1)C=C)C